N-[5-[3-[(1R,3S)-3-(trifluoromethoxy)cyclopentyl]phenyl]-4-[2-(trifluoromethyl)phenyl]-1,3-thiazol-2-yl]benzenesulfonamide FC(O[C@@H]1C[C@@H](CC1)C=1C=C(C=CC1)C1=C(N=C(S1)NS(=O)(=O)C1=CC=CC=C1)C1=C(C=CC=C1)C(F)(F)F)(F)F